COC1=C(C=C(C=C1)B1O[C@]2([C@@H]3C([C@H](C[C@H]2O1)C3)(C)C)C)C3=CC=C1C(=CN=NC1=C3)N 7-{2-METHOXY-5-[(1S,2S,6R,8S)-2,9,9-TRIMETHYL-3,5-DIOXA-4-BORATRICYCLO[6.1.1.02,6]DECAN-4-YL]PHENYL}CINNOLIN-4-AMINE